CN1C[C@H]([C@@H](C1)OCCCCCCCC)OCCCCCCCC\C=C/C\C=C/CCCCC trans-1-Methyl-3-[((9Z,12Z)-octadeca-9,12-dienyl)oxy]-4-octyloxy-pyrrolidine